((3-(3-cyano-2-vinylpyridin-4-yl)-2-methylphenyl)carbamoyl)nicotinic acid methyl ester COC(C1=C(N=CC=C1)C(NC1=C(C(=CC=C1)C1=C(C(=NC=C1)C=C)C#N)C)=O)=O